FC=1C=C2NCC=NC2=CC1OC 6-fluoro-7-methoxy-3,4-dihydroquinoxalin